CS(=O)(=O)NNC(=O)C=1C=[N+](C=CC1)CC(C=1SC=CC1)=O 3-{[2-(methylsulfonyl)hydrazinyl]carbonyl}-1-[2-oxo-2-(thiophen-2-yl)ethyl]pyridinium